N1=CN=C(C=C1)C=1C=NN(C1)C1=C2C(=NC=C1)NC=C2 4-(4-pyrimidin-4-yl-1H-pyrazol-1-yl)-1H-pyrrolo[2,3-b]pyridine